3,4-Dichloro-5-hydroxy-1-((6-(4-(methyl-L-alanyl)piperazin-1-yl)pyridin-3-yl)methyl)-1,5-dihydro-2H-pyrrol-2-one ClC=1C(N(C(C1Cl)O)CC=1C=NC(=CC1)N1CCN(CC1)C([C@@H](NC)C)=O)=O